2-(2-(4-amino-2,3-dimethyl-6,7,8,9-tetrahydrocyclohepta[b]pyrrolo[3,2-e]pyridin-1(5H)-yl)acetamido)-N-(benzo[d][1,3]dioxol-5-yl)-N-methyl-3-phenylpropan-amide NC1=C2C(=NC3=C1C(=C(N3CC(=O)NC(C(=O)N(C)C3=CC1=C(OCO1)C=C3)CC3=CC=CC=C3)C)C)CCCCC2